C(C)C1=CC=CC=C1 2-ethyl-benzene